C1CCC2=CC(=CC=C12)C=1OC(C(N1)=CC=1SC=CC1)=O 2-(2,3-dihydro-1H-inden-5-yl)-4-(thiophen-2-ylmethylene)oxazol-5(4H)-one